FCCOCCOC1=CC=C(C=C1)N=NC1=CC2=C(N=CN2)C=C1 5-((4-(2-(2-fluoroethoxy)ethoxy)phenyl)azo)benzimidazole